N-methyl-azetidine-3-sulfonamide CNS(=O)(=O)C1CNC1